S(=O)(=O)(C=1C(=NNC1C)C)C=1C(=NNC1C)C Sulfonylbis(3,5-dimethylpyrazole)